[Mo].[Ni].[Fe].[Cr].[Co] cobalt-chromium-iron-nickel-molybdenum